Azole-4-carboxylic acid ethyl ester C(C)OC(=O)C=1C=CNC1